N-(4-(2-(4-methoxyphenyl)propan-2-yl)thiazol-2-yl)-3-(4-(piperazin-1-yl)phenyl)azetidine-1-carboxamide COC1=CC=C(C=C1)C(C)(C)C=1N=C(SC1)NC(=O)N1CC(C1)C1=CC=C(C=C1)N1CCNCC1